FC1=C(C=CC=C1)C=1N(C=C(C1)CNC)S(=O)(=O)C=1C=C(C=CC1)NC(COC)=O N-(3-((2-(2-fluorophenyl)-4-((methylamino)methyl)-1H-pyrrol-1-yl)sulfonyl)phenyl)-2-methoxyacetamide